4'-(1-(tert-Butoxycarbonyl)piperidine-4-carboxamido)-5-(4-(4-(trifluoromethyl)phenyl)-1H-1,2,3-triazol-1-yl)-[1,1'-biphenyl]-3-carboxylic acid C(C)(C)(C)OC(=O)N1CCC(CC1)C(=O)NC1=CC=C(C=C1)C1=CC(=CC(=C1)N1N=NC(=C1)C1=CC=C(C=C1)C(F)(F)F)C(=O)O